bis(iodoacetyl)-aminobenzoate ICC(=O)C1=C(C(=C(C(=O)[O-])C=C1)N)C(CI)=O